C12C3C(C(C=C1)C2)C(=O)OC3=O bicyclo[2.2.1]-5-heptene-2,3-dicarboxylic acid anhydride